O=C1NN=CC2=C(C=CC=C12)C(C=O)C (E)-2-(1-oxo-1,2-dihydrophthalazin-5-yl)propionaldehyde